FC(C1=NN=C(O1)C1=CC(=C(C(=C1)F)[C@@H](C)N1N=NC(=C1)C1=CC2=C(N=C(S2)N)C=C1)F)F 6-[1-[(1R)-1-[4-[5-(difluoromethyl)-1,3,4-oxadiazol-2-yl]-2,6-difluorophenyl]ethyl]triazol-4-yl]-1,3-benzothiazol-2-amine